1-methyl-2,3,4,5-tetrahydro-1H-3-benzazepin-2-one CC1C(NCCC2=C1C=CC=C2)=O